thianthrenetrison ethyl-2-(2-amino-5-(5-((3-chloro-4-fluorophenyl)carbamoyl)-1-methyl-1H-imidazol-4-yl)octahydropentalen-2-yl)-2,2-difluoroacetate C(C)OC(C(F)(F)C1(CC2CC(CC2C1)C=1N=CN(C1C(NC1=CC(=C(C=C1)F)Cl)=O)C)N)=O.C1(C(C(CC=2SC3=CC=CC=C3SC12)=O)=O)=O